(2R,4S)-2-(((S)-1-(((6-aminopyridin-3-yl)methyl)amino)-1-oxopropan-2-yl)carbamoyl)-4-phenylpyrrolidine-1-carboxylic acid tert-butyl ester C(C)(C)(C)OC(=O)N1[C@H](C[C@H](C1)C1=CC=CC=C1)C(N[C@H](C(=O)NCC=1C=NC(=CC1)N)C)=O